CC=1C=C2C(=CC(=C(C2=CC1)OC(C(=C)C)=O)Cl)OC(C)=O 6-methyl-2-chloro-4-acetoxy-1-methacryloyloxynaphthalene